C(C)(C)(C)N\C=C/1\C(OC2=CC=C(C=C2C1=O)C)C1=C(C=CC=C1)O (Z)-3-((tert-butylamino)methylene)-2-(2-hydroxyphenyl)-6-methylchroman-4-one